OCCN1CCNCC1 HYDROXYETHYLPIPERAZIN